tertbutyl ((1S,3R)-3-aminocyclohexyl)carbamate N[C@H]1C[C@H](CCC1)NC(OC(C)(C)C)=O